2-(4-bromo-3-chlorophenyl)-N-hydroxyacetimidamide BrC1=C(C=C(C=C1)CC(NO)=N)Cl